(S)-5-(m-tolyl)dihydrofuran-2(3H)-one C1(=CC(=CC=C1)[C@@H]1CCC(O1)=O)C